1-(α,α-dichlorobenzyl)naphthalene ClC(C1=CC=CC=C1)(Cl)C1=CC=CC2=CC=CC=C12